2-butyl-1-(4-(((2-thiomorpholinoethyl)amino)methyl)benzyl)-1H-imidazo[4,5-d]thieno[3,2-b]pyridin-4-amine C(CCC)C1=NC=2C(=C3C(=NC2N)C=CS3)N1CC1=CC=C(C=C1)CNCCN1CCSCC1